ClC1=CC=C(C=C1)N1C(N=CC(=C1)F)N1C(=NC2=C1C=CC=C2)COC N-(4-chlorophenyl)-5-fluoro-2-[2-(methoxymethyl)-1H-benzimidazol-1-yl]pyrimidine